BrC=1C=CC=2N(C1)C(=NN2)C2=CC(=CC=C2)Cl 6-bromo-3-(3-chlorophenyl)-[1,2,4]triazolo[4,3-a]pyridine